C(C)(C)OC1=C(C=CC=C1)[C@](C=1NC2=CC=CC=C2C1C1=CC=CC=C1)(C=1NC=CC1)C1=CC=CC=C1 (S)-2-((2-Isopropoxyphenyl)(phenyl)(1H-pyrrol-2-yl)methyl)-3-phenyl-1H-indole